C1(=CC=CC=C1)C=1OC(=CN1)C(=O)O 2-phenyloxazole-5-carboxylic acid